6-(4-cyanophenyl)-3-oxo-2,3-dihydropyridazine-4-carboxylic acid ethyl ester C(C)OC(=O)C=1C(NN=C(C1)C1=CC=C(C=C1)C#N)=O